5-(pyridine-3-yl)thiazole-2-amine N1=CC(=CC=C1)C1=CN=C(S1)N